Cl.C(C)O[C@@H]1CNCC1 (S)-3-ethoxypyrrolidine hydrochloride